((4-((1H-indazol-5-yl)ethynyl)-[2,4'-bipyrimidin]-2'-yl)amino)-1-morpholinoethanone N1N=CC2=CC(=CC=C12)C#CC1=NC(=NC=C1)C1=NC(=NC=C1)NCC(=O)N1CCOCC1